N1=C(C(=CC(=C1N)N)N)N 2,3,5,6-pyridinetetraamine